4-((1-(4-(2-(2-Aminopyridin-3-yl)-5-(methylthio)-3H-imidazo[4,5-b]pyridin-3-yl)benzyl)piperidin-4-yl)amino)pyrimidine-2-carbonitrile NC1=NC=CC=C1C1=NC=2C(=NC(=CC2)SC)N1C1=CC=C(CN2CCC(CC2)NC2=NC(=NC=C2)C#N)C=C1